2-{4-[({3-[6-(dimethylamino)-4-methylpyridin-3-yl]-2,5-dimethylpyrazolo[1,5-a]pyrimidin-7-yl}(methyl)amino)methyl]phenyl}benzamide CN(C1=CC(=C(C=N1)C=1C(=NN2C1N=C(C=C2N(C)CC2=CC=C(C=C2)C2=C(C(=O)N)C=CC=C2)C)C)C)C